5-(2-(tert-butylamino)-2-oxoacetyl)-N-(4-fluoro-3-(methylsulfonyl)phenyl)-1,2,4-trimethyl-1H-pyrrole-3-carboxamide C(C)(C)(C)NC(C(=O)C1=C(C(=C(N1C)C)C(=O)NC1=CC(=C(C=C1)F)S(=O)(=O)C)C)=O